C1(CC1)N1CCC2(CCN(CC2)C2=C(C=C(C(=C2)OC)C2=NC=C3C=C(C=4N(C3=C2)C=CN4)C4=C(C(=CC(=C4Cl)OC)OC)Cl)NC(C=C)=O)CC1 N-(2-(9-cyclopropyl-3,9-diazaspiro[5.5]undecan-3-yl)-5-(4-(2,6-dichloro-3,5-dimethoxyphenyl)imidazo[1,2-a][1,6]naphthyridin-8-yl)-4-methoxyphenyl)acrylamide